4-benzoyl-N-(piperidin-4-ylmethyl)-3,4-dihydroquinoxaline-1(2H)-carboxamide C(C1=CC=CC=C1)(=O)N1CCN(C2=CC=CC=C12)C(=O)NCC1CCNCC1